(4R)-1-tert-butyl 2-methyl 4-hydroxy-2-methylpyrrolidine-1,2-dicarboxylate O[C@@H]1CC(N(C1)C(=O)OC(C)(C)C)(C(=O)OC)C